N1C=CC=2C1=NC=CC2C2=NC=CC(=N2)N2[C@@H](COCC2)C (R)-4-(2-(1H-pyrrolo[2,3-b]pyridin-4-yl)pyrimidin-4-yl)-3-methylmorpholine